thio-guanosine-3'-phosphate P(=O)(O)(O)O[C@H]1[C@H]([C@@H](O[C@@H]1CO)N1C=NC=2C(=O)NC(N)=NC12)S